3-butyl-3-hydroxy-2-phenethyl-2,3,4,5-tetrahydro-1H-isoindol-1-one C(CCC)C1(N(C(C=2C=CCCC12)=O)CCC1=CC=CC=C1)O